C1(=CC=CC=C1)N1C2=CC=CC=C2C2=CC=C3C(=C12)N(C=1C=CC=CC13)C1=NC(=NC(=N1)C1=CC=3C(C2=CC=CC=C2C3C=C1)(C)C)C1=CC=CC=C1 11-phenyl-12-(4-(9,9-dimethylfluoren-2-yl)-6-phenyl-1,3,5-triazin-2-yl)-11H,12H-indolo[2,3-a]Carbazole